CN(CCOC=1C=CC(=C(C(=O)NC2(CC2)C2=CC(=CC3=CC=CC=C23)OC)C1)C)C 5-[2-(dimethylamino)ethoxy]-N-[1-(3-methoxy-1-naphthyl)cyclopropyl]-2-methyl-benzamide